(2S,3S)-2-amino-3-(1H-indol-3-yl)-4-methylpentanoic acid N[C@H](C(=O)O)[C@@H](C(C)C)C1=CNC2=CC=CC=C12